2-(acetoxy(imino))-1-phenylpropan-1-one C(C)(=O)ON=C(C(=O)C1=CC=CC=C1)C